10-phenyl-1,4-dioxa-10-azadispiro[4.2.48.25]tetradecan-11-one C1(=CC=CC=C1)N1CC2(CCC3(OCCO3)CC2)CC1=O